(S)-4-(4-methylphenyl)-5,5-dimethyloxazolidinone CC1=CC=C(C=C1)[C@@H]1NC(OC1(C)C)=O